N[C@H]1C2N(CC1CC2)C(=O)C=2C=C(C=1N(C2)N=C(C1C)C1=CC=2C(=NC(=CC2)N2CC(C2)OC)N1CC1CC1)OC ((7R)-7-Amino-2-azabicyclo[2.2.1]heptan-2-yl)(2-(1-(cyclopropylmethyl)-6-(3-methoxyazetidin-1-yl)-1H-pyrrolo[2,3-b]pyridin-2-yl)-4-methoxy-3-methylpyrazolo[1,5-a]pyridin-6-yl)methanone